The molecule is a fatty acid methyl ester resulting from the formal condensation of the carboxy group of 12-HPETE with methanol. It is a fatty acid methyl ester and a lipid hydroperoxide. It derives from an icosa-5,9,11,14-tetraenoic acid. CCCCC/C=C\\C/C=C\\C=C\\C(C/C=C\\CCCC(=O)OC)OO